OC1=C(C=C(C=C1)O)CNC1=CC=C(C(=O)O)C=C1 4-{[(2,5-dihydroxyphenyl)methyl]Amino}-benzoic acid